rac-N-[(5R,6R)-5-[([1,1'-biphenyl]-3-yl)methyl]-7,7-difluoro-4,8-dioxo-3-(propan-2-yl)-3,4,5,6,7,8-hexahydroquinazolin-6-yl]methanesulfonamide C1(=CC(=CC=C1)C[C@@H]1C=2C(N(C=NC2C(C([C@@H]1NS(=O)(=O)C)(F)F)=O)C(C)C)=O)C1=CC=CC=C1 |r|